CN(C1=CC=C(C=C1)NC=1C=NC=NC1)C N1,N1-dimethyl-N4-5-pyrimidinyl-1,4-Benzenediamine